1-ethyl-6,8-difluoro-7-(3-methyl-4-acetylpiperazin-1-yl)-3-[3-(furan-2-yl)acryloyl]quinolin-4(1H)-one C(C)N1C=C(C(C2=CC(=C(C(=C12)F)N1CC(N(CC1)C(C)=O)C)F)=O)C(C=CC=1OC=CC1)=O